CNCC=1C=C(N\C(\C2=CC=CC=C2)=C\2/C(NC3=CC(=CC=C23)C(N)=O)=O)C=CC1 3-Z-[1-(3-(methylaminomethyl)-anilino)-1-phenyl-methylene]-6-carbamoyl-2-indolinone